3-(5-(1-ethylpiperidin-4-yl)-1-oxoisoindolin-2-yl)piperidine-2,6-dione C(C)N1CCC(CC1)C=1C=C2CN(C(C2=CC1)=O)C1C(NC(CC1)=O)=O